8-(hydroxymethyl)-3-methyl-1,2,3,4,8,9-hexahydropyrido[4',3':3,4]pyrazolo[1,5-a]pyrazin-10(7H)-one hydrochloride Cl.OCC1NC(C=2N(C1)N=C1C2CNC(C1)C)=O